C1(CCCC1)N1C[C@]([C@@H](C1)C1=CC=C(C=C1)OC)(C(=O)N1C[C@@H]([C@H](C1)COC)C1=C(C=C(C=C1)C(F)(F)F)N1CCC(CC1)C(=O)O)F 1-{2-[(3s,4r)-1-[(3r,4r)-1-cyclopentyl-3-fluoro-4-(4-methoxyphenyl)pyrrolidine-3-carbonyl]-4-(methoxymethyl)pyrrolidin-3-yl]-5-(trifluoromethyl)phenyl}piperidine-4-carboxylic acid